ClC1=CC(=C2C=CNC2=C1Cl)N(C(OC(C)(C)C)=O)COCC[Si](C)(C)C tert-Butyl N-(6,7-dichloro-1H-indol-4-yl)-N-(2-trimethylsilylethoxymethyl)carbamate